C([O-])([O-])=O.[Na+].[Li+] lithium-sodium carbonate